NC1=CC=C(OC2CS(C2)(=O)=O)C=C1 3-(4-aminophenoxy)thietane 1,1-dioxide